1-(5-bromo-6-oxo-1,6-dihydropyridin-3-yl-5-bromo-6-chloropyridin-3-yl)-3-methylcyclobutane BrC1=CC(=CNC1=O)C1=NC(=C(C=C1C1CC(C1)C)Br)Cl